2,2-Bis[p-hydroxyphenyl]propane OC1=CC=C(C=C1)C(C)(C)C1=CC=C(C=C1)O